1-(cyclopropylsulfonyl)indoline-6-carboxylic acid C1(CC1)S(=O)(=O)N1CCC2=CC=C(C=C12)C(=O)O